N,N-dibutylaminomethyltriethoxysilane C(CCC)N(CCCC)C[Si](OCC)(OCC)OCC